CC1=C(C=CC(=C1)C)C1N(CCC1)C1=CC(=C(C(=O)N[C@H](C)\C=C\S(=O)(=O)C)C=C1)F 4-(2-(2,4-dimethylphenyl)pyrrolidin-1-yl)-2-fluoro-N-((R,E)-4-(methylsulfonyl)but-3-en-2-yl)benzamide